phenyl-3-iminocarbazole C1(=CC=CC=C1)C1=CC(C=C2C3=CC=CC=C3N=C12)=N